C1(CC1)COC1C=2N(C3=C(CC1)C=C(C=C3)C(F)(F)F)C(=NN2)[C@@H]2CC[C@H](CC2)OC2=NC=CC=C2 (cyclopropylmethoxy)-1-[trans-4-(pyridin-2-yloxy)cyclohexyl]-8-(trifluoromethyl)-5,6-dihydro-4H-[1,2,4]triazolo[4,3-a][1]benzazepine